2-meth-oxy-4-(tri-fluorometh-yl)aniline COC1=C(N)C=CC(=C1)C(F)(F)F